C1(CCC1)C(C(C(=C)C)(C)C)=O 1-cyclobutyl-2,2,3-trimethylbut-3-en-1-one